CN(C(=O)C1CCC(CC1)C1=C(N(C=C1)S(N)(=O)=O)C(=O)O)CCNC [4-[methyl-[2-(methylamino)ethyl]carbamoyl]cyclohexyl]-1-sulfamoyl-pyrrole-2-carboxylic acid